CCCCCCCCCCCCCCCC(=O)O[C@H](CO/C=C\CCCCCC/C=C\CCCCCCCC)COP(=O)([O-])OCC[N+](C)(C)C 1-(1Z,9Z-octadecadienyl)-2-hexadecanoyl-sn-glycero-3-phosphocholine